4-(dimethylamino)-2-butenamide dimaleate C(\C=C/C(=O)O)(=O)O.C(\C=C/C(=O)O)(=O)O.CN(CC=CC(=O)N)C